3-(6-((Cyclopropylmethyl)(methyl)amino)-1-methyl-1H-pyrazolo[4,3-c]pyridin-3-yl)-2,6-difluoro-5-(trifluoromethyl)phenol C1(CC1)CN(C1=CC2=C(C=N1)C(=NN2C)C=2C(=C(C(=C(C2)C(F)(F)F)F)O)F)C